OC(=O)C(F)(F)F.ONC(C1=CC=C(C=C1)OCCN1CCC(CC1)CNC1C(C1)C1=CC=CC=C1)=O N-hydroxy-4-(2-(4-(((2-phenylcyclopropyl)amino)methyl)piperidin-1-yl)ethoxy)benzamide TFA salt